CC1([C@@]23C(=CCC1)C([C@@H](CC2)C3)(C)C)C (-)-(1R,8S)-2,2,7,7-TETRAMETHYLTRICYCLO[6.2.1.0~1,6~]UNDEC-5-ENE